C(C)(C)(C)OC(CC(C(C(=O)O)NC(=O)OCC1C2=CC=CC=C2C=2C=CC=CC12)(C)C)=O 5-(tert-butoxy)-2-({[(9H-fluoren-9-yl)methoxy]carbonyl}amino)-3,3-dimethyl-5-oxopentanoic acid